FC1=CC=C(C=C1)C(C[N+](=O)[O-])C(C(=O)O)C(=O)O 2-(1-(4-fluorophenyl)-2-nitroethyl)malonic acid